(dimethylaminopropyl)ethylcarbodiimide hydrochloride Cl.CN(C)CCCN=C=NCC